C(C)(C)(C)N1S(C(=CC1=O)C1=C(C=C2CCC3(OCCO3)CC2=C1F)OCOCCOC)(=O)=O 2-(tert-butyl)-5-(8-fluoro-6-((2-methoxyethoxy)methoxy)-3,4-dihydro-1H-spiro[naphthalene-2,2'-[1,3]dioxolan]-7-yl)isothiazol-3(2H)-one 1,1-dioxide